2-[1-[(2S)-2-(2-ethylphenyl)-2-(2-hydroxyethoxy)ethyl]-5-methyl-6-(1,3-oxazol-2-yl)-2,4-dioxo-1H,2H,3H,4H-thieno[2,3-d]pyrimidin-3-yl]-2-methylpropanoic acid C(C)C1=C(C=CC=C1)[C@@H](CN1C(N(C(C2=C1SC(=C2C)C=2OC=CN2)=O)C(C(=O)O)(C)C)=O)OCCO